6-bromo-2-{2-[(tert-butyldimethylsilyl)oxy]ethyl}-3-methylindazole BrC=1C=CC2=C(N(N=C2C1)CCO[Si](C)(C)C(C)(C)C)C